FC1(CC(C1)C(=O)NC)F 3,3-difluoro-N-methylcyclobutane-1-carboxamide